BrC=1C=C2C(CNC(C2=CC1)=O)C(F)F 6-bromo-4-(difluoromethyl)-3,4-dihydroisoquinolin-1(2H)-one